[Na].NCCNCCS(=O)(=O)O 2-[(2-aminoethyl)amino]ethanesulfonic acid sodium